COC([C@H](NC([C@@H](NC([C@H](CCC1=CC=CC=C1)NC(=O)OC(C)(C)C)=O)CC(C)C)=O)CC1=CC=CC=C1)=O N-[(S)-2-(tert-Butoxycarbonylamino)-4-phenylbutyryl]-L-leucyl-D-phenylalanine methyl ester